ClC1=CC=C(C=C1)C1=CC(=NN1CC1=NC=CC=C1)COC(C(=O)O)(C)C 2-[[5-(4-Chlorophenyl)-1-(2-pyridylmethyl)pyrazol-3-yl]methoxy]-2-methyl-propanoic acid